(4-[4-(1,3-benzodioxol-5-yl)2-pyridinyl]-1H-imidazol-2-yl)benzamide O1COC2=C1C=CC(=C2)C2=CC(=NC=C2)C=2N=C(NC2)C2=C(C(=O)N)C=CC=C2